(4aR,8aS)-6-[3-(4-isobutoxyphenyl)azetidine-1-carbonyl]-4,4a,5,7,8,8a-hexahydropyrido[4,3-b][1,4]oxazin-3-one C(C(C)C)OC1=CC=C(C=C1)C1CN(C1)C(=O)N1C[C@@H]2[C@@H](OCC(N2)=O)CC1